3-(3-chlorophenyl)-N-(6-(((6-cyclopropylimidazo[1,2-a]pyridin-2-yl)methyl)amino)pyrimidin-4-yl)-2-methylpropanamide ClC=1C=C(C=CC1)CC(C(=O)NC1=NC=NC(=C1)NCC=1N=C2N(C=C(C=C2)C2CC2)C1)C